N-(((2-ACETYLPHENYL)AMINO)CARBONYL)-L-ALANINE C(C)(=O)C1=C(C=CC=C1)NC(=O)N[C@@H](C)C(=O)O